CN1C(=C(C2=CC=CC=C12)NC1=CC(=CC=C1)N1CCOCC1)C(=O)N[C@@H](C)C1=CC=C(C(=O)O)C=C1 (S)-4-(1-(1-methyl-3-((3-morpholinophenyl)amino)-1H-indole-2-carboxamido)ethyl)benzoic acid